barium bis(trifluoromethylsulfonyl)imide [N-](S(=O)(=O)C(F)(F)F)S(=O)(=O)C(F)(F)F.[Ba+2].[N-](S(=O)(=O)C(F)(F)F)S(=O)(=O)C(F)(F)F